nickel-iron-chromium-aluminium [Al].[Cr].[Fe].[Ni]